1-(3-((4,4-bis(((Z)-oct-5-en-1-yl)oxy)butanoyl)oxy)-2-(hydroxymethyl)propyl) 7-(2-butyloctyl) heptanedioate C(CCCCCC(=O)OCC(CCCCCC)CCCC)(=O)OCC(COC(CCC(OCCCC\C=C/CC)OCCCC\C=C/CC)=O)CO